FC(CN[C@H](COC1=CC=2C=3C=C4C(=C(C3N(C2C=C1)C)C)C=CN=C4)C)F (2S)-N-(2,2-difluoroethyl)-1-(5,6-dimethylpyrido[4,3-b]carbazol-9-yl)oxy-propan-2-amine